5-((1-(4-((2R,4R)-4-(Dimethylamino)-2-methylpyrrolidin-1-yl)phenyl)-1H-imidazol-4-yl)amino)pyrazine-2-carbonitrile CN([C@@H]1C[C@H](N(C1)C1=CC=C(C=C1)N1C=NC(=C1)NC=1N=CC(=NC1)C#N)C)C